(R)-N-(5-((6-(3-(3'-fluoro-5'-(trifluoromethyl)-[1,1'-biphenyl]-3-yl)isoxazolidin-2-yl)pyrimidin-4-yl)-amino)-4-methoxy-2-(4-methylpiperazin-1-yl)phenyl)-acrylamide FC=1C=C(C=C(C1)C(F)(F)F)C1=CC(=CC=C1)[C@@H]1N(OCC1)C1=CC(=NC=N1)NC=1C(=CC(=C(C1)NC(C=C)=O)N1CCN(CC1)C)OC